2-oxa-6-azaspiro[3.3]heptan-6-yl-[3-[5-[(3R)-3-[(2,5,7-trimethyl-[1,2,4]triazolo[1,5-a]pyrimidin-6-yl)oxy]pyrrolidin-1-yl]pyrimidin-2-yl]-1-bicyclo[1.1.1]pentanyl]methanone C1OCC12CN(C2)C(=O)C21CC(C2)(C1)C1=NC=C(C=N1)N1C[C@@H](CC1)OC=1C(=NC=2N(C1C)N=C(N2)C)C